4-[(1R,2R)-2-(3-cyclopentyl-1,2,4-oxadiazol-5-yl)cyclopropyl]benzenesulfonamide C1(CCCC1)C1=NOC(=N1)[C@H]1[C@@H](C1)C1=CC=C(C=C1)S(=O)(=O)N